C(#N)N=C(NCCCCCC1CN(CC1)C(=O)C=1NC=CC1)NC1=CC=NC=C1 2-cyano-1-(5-(1-(2-pyrrolylformyl)pyrrolidine-3-yl)pentyl)-3-(4-pyridinyl)guanidine